2,6-dicyclopentylaniline C1(CCCC1)C1=C(N)C(=CC=C1)C1CCCC1